(3R,4S)-3-cyclopropyl-4-methyl-2-oxo-1-(6-(1-(pyridin-2-yl)-1H-pyrazol-4-yl)pyrazolo[1,5-a]pyrazin-4-yl)pyrrolidine-3-carbonitrile C1(CC1)[C@]1(C(N(C[C@H]1C)C=1C=2N(C=C(N1)C=1C=NN(C1)C1=NC=CC=C1)N=CC2)=O)C#N